14Z,16E-pentaenoic acid C(C=CCC)(=O)O